[N+](=O)([O-])C1=C(C=CC=C1)C1=C(N=C(O1)C1=CC=C(C=C1)C(F)(F)F)C(=O)N1CCCC1 (5-(2-nitrophenyl)-2-(4-(trifluoromethyl)phenyl)Oxazol-4-yl)(pyrrolidin-1-yl)methanone